FC=1C=C(C=C2C=CC=NC12)C(C)N1C=NC=2C1=NC(=CN2)C2=CC=NN2C 8-fluoro-6-(1-(6-(1-methyl-1H-pyrazol-5-yl)-1H-imidazo[4,5-b]pyrazin-1-yl)ethyl)quinoline